C(CCNCCCN)CN The molecule is a triamine that is the 1,5,10-triaza derivative of decane. It has a role as a fundamental metabolite. It is a triamine and a polyazaalkane. It is a conjugate base of a spermidine(3+).